6-amino-3,4,5-trimethoxybenzeneFormamide NC1=C(C(=C(C=C1C(=O)N)OC)OC)OC